ClCCC[C@@H](O)C1=CC=C(C=C1)C(C)(C)C |r| racemic-4-chloro-1-(4-tert-butylphenyl)-1-butanol